NC1=NC=2C=NC(=CC2C2=C1C(=NN2)C)C(=O)N([C@@H]2COCC1=NC(=CC=C12)C(F)(F)F)C 4-amino-N,3-dimethyl-N-((5S)-2-(trifluoromethyl)-5,8-dihydro-6H-pyrano[3,4-b]pyridin-5-yl)-1H-pyrazolo-[4,3-c][1,7]naphthyridine-8-carboxamide